4-chloro-3-(3-phenylpropan-1-yn-1-yl)pyridin-2-amine ClC1=C(C(=NC=C1)N)C#CCC1=CC=CC=C1